Ethyl-{[5-(4-chloro-2-fluorophenyl)-1-(2,4-dichlorophenyl)-1H-pyrazol-3-yl]oxy}acetat C(C)OC(COC1=NN(C(=C1)C1=C(C=C(C=C1)Cl)F)C1=C(C=C(C=C1)Cl)Cl)=O